ClC1=C(C=CC=C1)C(=O)C=1C=NC(=CC1Cl)Cl (2-chlorophenyl)(4,6-dichloropyridin-3-yl)methanone